C(#N)C1=C2C(=NC=C1OC1=CC(=NC=C1)NC(OC)=O)N=C(N2C)NC=2C=C1N(N2)CCC12CCC2 methyl (4-((7-cyano-2-((5',6'-dihydrospiro[cyclobutane-1,4'-pyrrolo[1,2-b]pyrazol]-2'-yl)amino)-1-methyl-1H-imidazo[4,5-b]pyridin-6-yl)oxy)pyridin-2-yl)carbamate